O[C@@]1(CC[C@@H]2[C@H]3CC[C@]4([C@H]([C@@H]3CC[C@@H]2C1)C[C@@H]4C(CN4N=CC(=C4)C#N)=O)C)COC 1-(2-((1S,2aS,2bR,4aR,6R,8aS,8bR,10aS)-6-hydroxy-6-(methoxymethyl)-10a-methylhexadecahydrocyclobuta[a]phenanthren-1-yl)-2-oxoethyl)-1H-pyrazole-4-carbonitrile